C1=CC=CC=2C3=CC=CC=C3C(C12)COC(=O)N([C@@H](CCCCNC(=O)N1CCN(CC1)CC(=O)OC(C)(C)C)C(=O)O)C N2-(((9H-fluoren-9-yl)methoxy)carbonyl)-N6-(4-(2-(tert-butoxy)-2-oxoethyl)piperazine-1-carbonyl)-N2-methyl-L-lysine